dilauryl-glyceramide tert-butyl-4-[3-[3-[[4-[[(7R)-8-cyclopentyl-7-ethyl-5-methyl-6-oxo-7H-pteridin-2-yl]amino]-3-methoxy-benzoyl]amino]propoxy]propoxy]piperidine-1-carboxylate C(C)(C)(C)OC(=O)N1CCC(CC1)OCCCOCCCNC(C1=CC(=C(C=C1)NC1=NC=2N([C@@H](C(N(C2C=N1)C)=O)CC)C1CCCC1)OC)=O.C(CCCCCCCCCCC)C(C(C(=O)N)O)(O)CCCCCCCCCCCC